NC=1N=C2C=C(C=NC2=C(C1)C)CNC(=O)C1=NC=NC=C1 N-[(6-amino-8-methyl-1,5-naphthyridin-3-yl)methyl]pyrimidine-4-carboxamide